S1CCC2(CC1)OC1=C(C(C2)=O)C=CC=C1 2',3',5',6'-tetrahydrospiro[benzopyran-2,4'-thiopyran]-4-one